FCCCCCCCCCS(=O)(=O)OCCCCCCCCCCCCCCCCCC octadecanyl fluorononyl-sulfonate